2-(methylsulfanyl)-1H-benzo[d]imidazole-5-carboxamide CSC1=NC2=C(N1)C=CC(=C2)C(=O)N